NC1=C2C(=NC=N1)N(N=C2C2=NOC(=C2C2=NC=C(C=N2)C2CN(C2)C(CCC2CCC(CC2)C=O)=O)C2CC2)C(C)(C)C 4-(3-(3-(2-(3-(4-amino-1-(tert-butyl)-1H-pyrazolo[3,4-d]pyrimidin-3-yl)-5-cyclopropylisoxazol-4-yl)pyrimidin-5-yl)azetidin-1-yl)-3-oxopropyl)cyclohexane-1-carbaldehyde